FC=1C=C(OC2=CC=C3CCN(CC3=C2)C(CC2=CC=NN2)=O)C=CC1C(F)(F)F 1-(7-(3-fluoro-4-(trifluoromethyl)phenoxy)-3,4-dihydroisoquinolin-2(1H)-yl)-2-(1H-pyrazol-5-yl)-ethan-1-one